6-chloro-5-methoxy-pyrimidin-4-yl-2-oxa-5-azabicyclo[2.2.2]octane ClC1=C(C(=NC=N1)C12OCC(NC1)CC2)OC